C12C(C=CC=3C(C4=CC=CC=C4C(C13)=O)=O)S2 Anthraquinone Sulfide